Cyclopropylmethyl (1-{(S)-2-[(S)-3-isobutyl-2-oxo-1-piperazinyl]-4-methylvaleryl}-4-piperidyl)acetate C(C(C)C)[C@H]1C(N(CCN1)[C@H](C(=O)N1CCC(CC1)CC(=O)OCC1CC1)CC(C)C)=O